BrC1=CC=C(C=C1)NC(NC1=NC=CC(=C1)N1CC(C1)NC(OC(C)(C)C)=O)=O tert-butyl (1-(2-(3-(4-bromophenyl)ureido)pyridin-4-yl)azetidin-3-yl)carbamate